CC1C=2C(=CC=NC2CCN1C=O)C1COC1 (5-methyl-4-(oxetan-3-yl)-7,8-dihydro-1,6-naphthyridin-6(5H)-yl)methanone